3-(4-(1,4-dimethyl-1H-imidazol-2-yl)benzyl)-5-(2-methoxypyridin-3-yl)-1-methyl-1H-pyrazolo[4,3-d]pyrimidine CN1C(=NC(=C1)C)C1=CC=C(CC2=NN(C3=C2N=C(N=C3)C=3C(=NC=CC3)OC)C)C=C1